C[C@@H]1C[C@@H](CN(C1)C1=NN=NN1)N (3S,5R)-5-methyl-1-(1H-1,2,3,4-tetrazol-5-yl)piperidin-3-amine